C1=C(C=CC2=CC=CC=C12)C1=CC=C(C[C@H](N)C(=O)O)C=C1 (4-(2-naphthyl))phenylalanine